C(#N)CCO[C@@](C(CO)N)(O)P(C(C)C)C(C)C (R)-cyanoethoxydiisopropylphosphino-(2-amino)-1,3-propanediol